(2-chloro-4-(methoxymethoxy)phenyl)trimethylsilane ClC1=C(C=CC(=C1)OCOC)[Si](C)(C)C